N1(CCCCCC1)C1=CC=C(S1)\C=C/1\C(=NOC1=O)C(F)(F)F (Z)-4-((5-(azepan-1-yl)thiophen-2-yl)methylene)-3-(trifluoromethyl)isoxazol-5(4H)-one